O=C(CC=O)C1=CC=C(C=C1)C 3-oxo-3-(4-methylphenyl)-propanal